Cl.NC[C@@H](C(=O)NC1=CC=C2C=NN(C2=C1)C=1C=C(C=CC1)C)CO (R)-3-amino-2-(hydroxymethyl)-N-(1-(m-tolyl)-1H-indazol-6-yl)propanamide hydrochloride